3-(2-((18-methoxy-18-oxooctadec-9-en-7-yl)oxy)-2-oxoethyl)oxirane-2-carboxylic acid COC(CCCCCCCC=CCC(CCCCCC)OC(CC1C(O1)C(=O)O)=O)=O